C(CC(C)C)C1=NC2=C(N1C(=O)N)C=CC=C2N2CCN(CC2)CCC iso-Pentyl-4-(4-propylpiperazin-1-yl)-1H-benzo[d]imidazole-1-carboxamide